(4-((4-(3-fluoro-4-hydroxyphenyl)-5-methylpyrimidin-2-yl)amino)-1H-pyrazol-1-yl)acetonitrile FC=1C=C(C=CC1O)C1=NC(=NC=C1C)NC=1C=NN(C1)CC#N